CS(=O)(=O)OC1CCC(CC1)C(=O)N1CCCCC1 [4-(piperidine-1-carbonyl)cyclohexyl] methanesulfonate